1,2,3',5'-tetrahydro-2'h-spiro[indole-3,1'-pyrrolo[3,4-c]pyrrole]-2,3'-dione C12(NC(C=3C1=CNC3)=O)C(NC3=CC=CC=C32)=O